CN1C(=NC=C1)SC=1C=C(C=CC1NS(=O)(=O)C)S(=O)(=O)N 3-[(1-methyl-1H-imidazol-2-yl)thio]-4-[(methylsulfonyl)amino]benzenesulfonamide